1-(chloromethyl)-5-(methylamino)-4-oxo-3H-pyridine ClCN1CCC(C(=C1)NC)=O